2-(3-chloro-4-methoxyphenyl)-N4-cyclohexyl-5-(1-methyl-1H-pyrazol-4-yl)pyrimidine-2,4-diamine ClC=1C=C(C=CC1OC)C1(NC=C(C(=N1)NC1CCCCC1)C=1C=NN(C1)C)N